ClC1=CC(=C(C=C1)C1(OC2=C(O1)C=CC=C2C2CCN(CC2)CC2=NC1=C(N2CC2=CN=CN2CC)C=C(C=C1)C(=O)[O-])C)F 2-({4-[2-(4-chloro-2-fluorophenyl)-2-methyl-1,3-benzodioxol-4-yl] piperidin-1-yl} methyl)-1-[(1-ethyl-1H-imidazol-5-yl) methyl]-1H-benzimidazole-6-carboxylate